1-aminopropylphosphine NC(CC)P